BrC1=CC=C(C(=C1\C=N\NS(=O)(=O)C1=CC=C(C=C1)C)F)F (E)-N'-(6-bromo-2,3-difluorobenzylidene)-4-methylbenzenesulfonohydrazide